FC(C=1C=C(C=C2C(C3=CC=CC(=C3C2)O)=O)C=C(C1)C(F)(F)F)(F)F 2-(3,5-bis(trifluoromethyl)benzylidene)-4-hydroxy-2,3-dihydro-1H-inden-1-one